C(C)(=O)NC1=NC=C(C(=C1)NC(OC(C)(C)C)=O)C1=NN(C(C=C1)=O)C tert-butyl (2-acetamido-5-(1-methyl-6-oxo-1,6-dihydropyridazin-3-yl)pyridin-4-yl)carbamate